COC(CN1C(OC[C@@H]1C1=CC=CC=C1)=O)=O (4(S)-phenylOxazolidin-2-one-3-yl)acetic acid methyl ester